3-fluoro-2-(piperidin-1-yl)-5-(trifluoromethyl)aniline FC=1C(=C(N)C=C(C1)C(F)(F)F)N1CCCCC1